COC1=CC=C(C=C1)C1CC(NC1)=O 4-(4-methoxyphenyl)pyrrolidin-2-one